C(C1=CC=CC=C1)N1C(C(N(CC1)C(=O)OC(C)(C)C)(CC1=C(C=C(C=C1Br)F)Br)C1=CC(=CC=C1)OCC1=CC=CC=C1)=O tert-butyl 4-benzyl-2-(3-(benzyloxy) phenyl)-2-(2,6-dibromo-4-fluorobenzyl)-3-oxopiperazine-1-carboxylate